2-(6-(((R)-1-(3-(difluoromethyl)-2-fluorophenyl)ethyl)amino)-5-(1,3-dioxolan-2-yl)-2-methylpyrimidin-4-yl)-2-fluoro-N-(N-morpholinyl)acetamide FC(C=1C(=C(C=CC1)[C@@H](C)NC1=C(C(=NC(=N1)C)C(C(=O)NN1CCOCC1)F)C1OCCO1)F)F